O=S(OC(CCCOS(=O)(C)=O)[2H])(C)=O Busulfan-d